BrC=1C=C(C(=O)N2C[C@H]([C@@H](CC2)C(=O)N2CCC(CC2)(O)CN2C=NC3=C(C2=O)C=CN3C)C3=CC=CC=C3)C=CC1 3-[(1-{[(3R,4R)-1-(3-bromobenzoyl)-3-phenylpiperidin-4-yl]carbonyl}-4-hydroxypiperidin-4-yl)methyl]-7-methyl-3,7-dihydro-4H-pyrrolo[2,3-d]pyrimidin-4-one